CC=1C(=NC(=NC1)NC=1C=NN(C1)C1CCN(CC1)C)C1=CC=C(C(=O)N2CC(C2)C#N)C=C1 1-(4-(5-methyl-2-((1-(1-methylpiperidin-4-yl)-1H-pyrazol-4-yl)amino)pyrimidin-4-yl)benzoyl)azetidine-3-carbonitrile